ClC1=CC=C(C=N1)CN(C1=CC(OC1)=O)CC(F)F 4-{[(6-chloropyrid-3-yl)methyl](2,2-difluoroethyl)amino}furan-2(5H)-one